5-chloro-N2-(2,4-dimethoxyphenyl)-N4-(2-Dimethylphosphonoanilino)pyrimidine-2,4-diamine ClC=1C(=NC(=NC1)NC1=C(C=C(C=C1)OC)OC)NNC1=C(C=CC=C1)P(=O)(OC)OC